(3,4-dimethoxyphenyl)-2,2-difluoro-1-(pyrrolidin-1-yl)ethan-1-one COC=1C=C(C=CC1OC)C(C(=O)N1CCCC1)(F)F